C[C@H]1CC[C@@H](NC1)C1=CC(=CC=C1)OC[C@H]1N(CCC1)C |&1:15| (2R,5S)-5-methyl-2-[3-[[rac-(2S)-1-methylpyrrolidin-2-yl]methoxy]phenyl]piperidine